C1(CCCC1)NC(=O)C1=CC2=C(N=C(S2)N2CC3(C2)CN(C3)C)C=C1 N-cyclopentyl-2-(6-methyl-2,6-diazaspiro-[3.3]heptan-2-yl)-benzo[d]thiazole-6-carboxamide